BrC=1C=2N(C=C(C1)C(F)(F)F)C(=CN2)C2=NC(=NC=C2Cl)Cl 8-bromo-3-(2,5-dichloropyrimidin-4-yl)-6-(trifluoromethyl)imidazo[1,2-a]Pyridine